1-(3-((3-((2-(4-Methoxyphenyl)quinolin-4-yl)amino)propyl)-methylamino)propyl)piperidin-4-ol COC1=CC=C(C=C1)C1=NC2=CC=CC=C2C(=C1)NCCCN(CCCN1CCC(CC1)O)C